CN1CC2=CC(=CC(=C2CC1)C)C=1N=C(C(=NC1)N)OCC1=C2C(=NC=C1)N(C=N2)COCC[Si](C)(C)C 5-(2,5-dimethyl-1,2,3,4-tetrahydroisoquinolin-7-yl)-3-((3-((2-(trimethylsilyl)ethoxy)methyl)-3H-imidazo[4,5-b]pyridin-7-yl)methoxy)pyrazin-2-amine